4-{1-[N-methyl-5-(4-chloro-1H-indole-2-carbonyl)-4H,5H,6H,7H-pyrazolo[1,5-a]pyrazine-3-amido]cyclopropyl}benzoic acid CN(C(=O)C=1C=NN2C1CN(CC2)C(=O)C=2NC1=CC=CC(=C1C2)Cl)C2(CC2)C2=CC=C(C(=O)O)C=C2